2-chloro-9,10-bis(isobutylcarbonyloxy)anthracene ClC1=CC2=C(C3=CC=CC=C3C(=C2C=C1)OC(=O)CC(C)C)OC(=O)CC(C)C